[Au].[Pd].[Ni] nickel palladium-gold